OC(C)(C)C=1SC(=CN1)[S@](=O)N (S)-2-(2-hydroxy-prop-2-yl)thiazole-5-sulfinamide